BrC=1C(=NC(=NC1)NC1=C(C=C(C(=C1)Cl)N1CCC(CC1)N1CCN(CC1)C)OC)NC1=C(C2=C(CCO2)C=C1)N(S(=O)(=O)C)C N-(6-((5-bromo-2-((5-chloro-2-methoxy-4-(4-(4-methylpiperazin-1-yl)piperidin-1-yl)phenyl)Amino)pyrimidin-4-yl)amino)-2,3-dihydrobenzofuran-7-yl)-N-methylmethanesulfonamide